methylenebis(2,6-di-tertiary butyl-phenol) C(C=1C(=C(C(=CC1)C(C)(C)C)O)C(C)(C)C)C=1C(=C(C(=CC1)C(C)(C)C)O)C(C)(C)C